1-methyl-1-[(3R)-1-(pyridazin-3-yl)piperidin-3-yl]-3-[(quinolin-6-yl)methyl]urea CN(C(=O)NCC=1C=C2C=CC=NC2=CC1)[C@H]1CN(CCC1)C=1N=NC=CC1